1-(2,6-dichlorophenethyl)-4-((3-fluoro-4-methyl-6-((5-methyl-1H-pyrazol-3-yl)amino)-pyridin-2-yl)methyl)piperidine-4-carboxylic acid ClC1=C(CCN2CCC(CC2)(C(=O)O)CC2=NC(=CC(=C2F)C)NC2=NNC(=C2)C)C(=CC=C1)Cl